ClC1=C2C(=NC=C1C#N)N(C=C2)CC2=CC=C(C=C2)C2=C(C=CC=C2)C#N 4-chloro-1-((2'-cyano-[1,1'-biphenyl]-4-yl)methyl)-1H-pyrrolo[2,3-b]pyridine-5-carbonitrile